1-(6-(3-chloro-4-hydroxy-5-methoxyphenyl)-4-((4-((dimethylamino)methyl)-cyclohexyl)amino)-1,5-naphthyridin-3-yl)ethanone ClC=1C=C(C=C(C1O)OC)C=1N=C2C(=C(C=NC2=CC1)C(C)=O)NC1CCC(CC1)CN(C)C